C(C)OC1=C(C=CC(=N1)[C@H](CS(=O)(=O)C)N1C(C2=CC=CC(=C2C1=O)NC(CO)=O)=O)OC (R)-N-(2-(1-(6-ethoxy-5-methoxypyridin-2-yl)-2-(methylsulfonyl)ethyl)-1,3-dioxoisoindolin-4-yl)-2-hydroxyacetamide